(4-(4-amino-3-chloro-1H-pyrazol-1-yl)piperidin-1-yl)(cyclopropyl)methanone NC=1C(=NN(C1)C1CCN(CC1)C(=O)C1CC1)Cl